FC=1C=C(C=CC1OC(F)(F)F)NC(=O)N1CCCCC1 N-[3-fluoro-4-(trifluoromethoxy)phenyl]piperidin-1-carboxamide